4-amino-1,3-dihydro-2H-benzo[d]imidazol-2-one NC1=CC=CC=2NC(NC21)=O